(R)-3-chloro-4-(4-(1-((5-(4-fluorophenoxy)pyridin-2-yl)amino)-1-oxopropan-2-yl)-2,2-dimethylpiperazine-1-carbonyl)pyridine 1-oxide ClC=1C=[N+](C=CC1C(=O)N1C(CN(CC1)[C@@H](C(=O)NC1=NC=C(C=C1)OC1=CC=C(C=C1)F)C)(C)C)[O-]